Cl(=O)(=O)(=O)[O-].C1(=CC=CC=C1)N1C=[NH+]C=C1 N-(phenyl)imidazolium perchlorate